tert-Butyl 4-[(4S)-4-hydroxy-2-oxo-pyrrolidin-1-yl]piperidine-1-carboxylate O[C@H]1CC(N(C1)C1CCN(CC1)C(=O)OC(C)(C)C)=O